C[C@@H]1CN(CC1)C1=CN=CC(=N1)C=1N=NN(C1)CCN1C(C=CC=C1)=O 1-(4-(6-((S)-3-methylpyrrolidin-1-yl)pyrazin-2-yl)-1H-1,2,3-triazol-1-ylethyl)pyridin-2(1H)-one